(pyrrolidin-2-yl) methylhydroxybenzoate hydrochloride Cl.CC=1C(=C(C(=O)OC2NCCC2)C=CC1)O